1-(2-hydroxy-2-methylpropanoyl)piperidine-4-carboxamide OC(C(=O)N1CCC(CC1)C(=O)N)(C)C